N-[(3S)-3-(4-chlorophenyl)-3-hydroxypropyl]-2-methoxypyridin-3-carboxamid ClC1=CC=C(C=C1)[C@H](CCNC(=O)C=1C(=NC=CC1)OC)O